phenyl-cyclopropane-1-carboxylic acid ethyl ester C(C)OC(=O)C1(CC1)C1=CC=CC=C1